N[C@@H](CC(=O)OCC)C=1C(=C(C=C(C1F)C)C1=C(C(=CC=C1C)OC)C)F ethyl (3S)-3-amino-3-(2,4-difluoro-3'-methoxy-2',5,6'-trimethyl-[1,1'-biphenyl]-3-yl)propanoate